ammonium decyl-glucose C(CCCCCCCCC)C(=O)[C@H](O)[C@@H](O)[C@H](O)[C@H](O)CO.[NH4+]